OCCCN1C[C@H]([C@H](C1)OCCCCC(=O)OCC(CCCCCC)CCCC)OCCCCC(=O)OCC(CCCCCC)CCCC bis(2-butyloctyl) 5,5'-(((3R,4S)-1-(3-hydroxypropyl)pyrrolidine-3,4-diyl)bis(oxy))dipentanoate